1-Guanidinopropane Hydrochloride Cl.N(C(=N)N)CCC